P(=O)([O-])([O-])[O-].OO.[Ca+2].P(=O)([O-])([O-])[O-].[Ca+2].[Ca+2] calcium hydrogen peroxide phosphate